N[C@H]1CN(C[C@H]1F)C=1C=C2CN3[C@@H](C2=CC1)CN(C[C@H]3C)C3=C1C=CC=NC1=C(C=C3)C#N 5-[(4R,10bS)-8-[(3S,4R)-3-amino-4-fluoro-pyrrolidin-1-yl]-4-methyl-3,4,6,10b-tetrahydro-1H-pyrazino[2,1-a]isoindol-2-yl]quinoline-8-carbonitrile